N-(2,5-difluorobenzyl)-2-[(3R)-3-methyl[1,4'-bipiperidin]-1'-yl]-1,3-thiazole-5-carboxamide FC1=C(CNC(=O)C2=CN=C(S2)N2CCC(CC2)N2C[C@@H](CCC2)C)C=C(C=C1)F